C(C1=CC=CC=C1)OC=1C=C(C=CC1)C(CP(OCC)(=O)Cl)C1CC1 ethyl (2-(3-(benzyloxy)phenyl)-2-cyclopropylethyl)phosphonochloridate